CN(C(COC1=CC(=CC=2N(C=NC21)CC2OCC2)C(=O)O)=O)C 4-(2-(dimethylamino)-2-oxoethoxy)-1-(oxetan-2-ylmethyl)-1H-benzo[d]imidazole-6-carboxylic acid